di(triphenylphosphine) ruthenium dichloride [Ru](Cl)Cl.C1(=CC=CC=C1)P(C1=CC=CC=C1)C1=CC=CC=C1.C1(=CC=CC=C1)P(C1=CC=CC=C1)C1=CC=CC=C1